(E)-N-(6-(3-(1-((5-cyclopropyl-1H-pyrazol-3-yl)amino)-3-methyl-1-oxobutan-2-yl)phenyl)pyridin-3-yl)-4-(dimethylamino)but-2-enamide C1(CC1)C1=CC(=NN1)NC(C(C(C)C)C=1C=C(C=CC1)C1=CC=C(C=N1)NC(\C=C\CN(C)C)=O)=O